3-azabicyclo[3.2.1]octane hydrochloride Cl.C12CNCC(CC1)C2